2-(2,6-dichlorophenyl)-5-((5-(1,1-dioxidothiomorpholine-4-carbonyl)pyridin-2-yl)amino)-2H-1,2,3-triazole-4-carboxamide ClC1=C(C(=CC=C1)Cl)N1N=C(C(=N1)C(=O)N)NC1=NC=C(C=C1)C(=O)N1CCS(CC1)(=O)=O